(3R,5S)-1-(3,4-difluorophenyl)-5-(5-(3,5-dimethylisoxazol-4-yl)-1-((trans)-4-methoxycyclohexyl)-1H-benzo[d]imidazol-2-yl)-3-fluoropyrrolidin-2-one FC=1C=C(C=CC1F)N1C([C@@H](C[C@H]1C1=NC2=C(N1[C@@H]1CC[C@H](CC1)OC)C=CC(=C2)C=2C(=NOC2C)C)F)=O